dodecanoic acid methyl ester COC(CCCCCCCCCCC)=O